C(C)(=O)C=1C(OC2=C(C1N1CCOCC1)C=CC(=C2)NC2=NC=CC(=N2)C2=CN=C1N2C=CC=C1)=O 3-acetyl-7-((4-(imidazo[1,2-a]pyridin-3-yl)pyrimidin-2-yl)amino)-4-morpholinyl-2H-benzopyran-2-one